CO[C@@H]([C@@H](C(=O)N1[C@@H]([C@H]2C([C@H]2C1)(C)C)C(=O)O)NC(=O)C1(CC1)C(F)(F)F)C (1R,2S,5S)-3-[(2S,3R)-3-methoxy-2-[[1-(trifluoromethyl)cyclopropanecarbonyl]amino]butanoyl]-6,6-dimethyl-3-azabicyclo[3.1.0]hexane-2-carboxylic acid